CC1(OC2CC3(CC(C13)O2)C)C 3,3,7-Trimethyl-2,9-dioxatricyclo[3.3.1.04,7]nonane